[N-](S(=O)(=O)C(F)(F)C(F)(F)F)S(=O)(=O)C(F)(F)C(F)(F)F.C(C)N1C=[N+](C=C1)C 1-Ethyl-3-methylimidazolium bis(pentafluoroethylsulfonyl)imide